tert-butyl 2'-oxo-1'-(5-(trifluoromethyl)pyridin-2-yl)-8-azaspiro[bicyclo[3.2.1]octane-3,3'-pyrrolidine]-8-carboxylate O=C1N(CCC12CC1CCC(C2)N1C(=O)OC(C)(C)C)C1=NC=C(C=C1)C(F)(F)F